1-(5-(5-fluoro-2-methoxypyridin-4-yl)-1H-pyrazole-3-carbonyl)-N-((1r,4r)-4-hydroxy-4-(trifluoromethyl)cyclohexyl)-2,5-dimethylpiperidine-4-carboxamide FC=1C(=CC(=NC1)OC)C1=CC(=NN1)C(=O)N1C(CC(C(C1)C)C(=O)NC1CCC(CC1)(C(F)(F)F)O)C